FC(C(=O)O)(F)F.O=C1NC(CCC1N1C(C2=CC=C(C=C2C1=O)N1CCNCC1)=O)=O 2-(2,6-dioxopiperidin-3-yl)-5-(piperazin-1-yl)isoindole-1,3-dione trifluoroacetate salt